C1(CC1)C1=NN(C=N1)C1CC2(CN(C2)C(=O)N2CC(C2)OCC2=C(C=C(C=C2)OC(F)(F)F)F)C1 (6-(3-cyclopropyl-1H-1,2,4-triazol-1-yl)-2-azaspiro[3.3]heptan-2-yl)(3-((2-fluoro-4-(trifluoromethoxy)benzyl)oxy)azetidin-1-yl)methanone